CC(C(=O)C([C@@H]1[C@H]([C@H]([C@@H](O1)N1C(=O)NC(C=C1)=NO)O)O)O)C 5'-(2-methylpropionyl)uridine-4-oxime